FC=1C(=NC=C(C1)F)C1=CC=CC2=C1C(=NO2)N2C(N1[C@H](CC2)C([C@@H](C1)NS(=O)(=O)CC)(F)F)=O N-{(4aR,6R)-2-[4-(3,5-difluoropyridin-2-yl)-1,2-benzoxazol-3-yl]-5,5-difluoro-1-oxooctahydropyrrolo[1,2-c]pyrimidin-6-yl}ethanesulfonamide